C1=2C=C(C=CC2CC1)C1C(=NN(C1)\C(\[O-])=N/S(=O)(=O)C1=CC=C(C=C1)C(F)(F)F)C1=CC=C(C=C1)Cl (E)-4-(bicyclo[4.2.0]oct-1(6),2,4-trien-3-yl)-3-(4-chlorophenyl)-N-((4-(trifluoromethyl)phenyl)sulfonyl)-4,5-dihydro-1H-pyrazole-1-carboimidate